Cl.F[C@]1(C[C@@H](NCC1)C)C1=NN=CN1C (2S,4R)-4-fluoro-2-methyl-4-(4-methyl-4H-1,2,4-triazol-3-yl)piperidine hydrochloride